C1(=CC(=CC=C1)C[C@H]1N(CC2(CC2)[C@H]1CS(=O)(=O)N)C(C(C)C)=O)C1=CC=CC=C1 ((6R,7R)-6-([1,1'-biphenyl]-3-ylmethyl)-5-isobutyryl-5-azaspiro[2.4]heptan-7-yl)methanesulfonamide